3-methyl-2-acetoxymethyl-4-(3-methoxypropoxy)pyridine 4-chlorobenzyl-(4-(2-(2,2-dimethylazetidin-1-yl)-2-oxoethyl)phenyl)carbamate ClC1=CC=C(CN(C(O)=O)C2=CC=C(C=C2)CC(=O)N2C(CC2)(C)C)C=C1.CC=1C(=NC=CC1OCCCOC)COC(C)=O